ethyl 2-(2-butyl-4-methyl-6-oxo-1,6-dihydropyrimidin-5-yl)acetate C(CCC)C=1NC(C(=C(N1)C)CC(=O)OCC)=O